1,2-diacetyl-hydrazine C(C)(=O)NNC(C)=O